ClC=1C=C(C(=NC1)N1C(C(NC(C1([2H])[2H])([2H])[2H])([2H])[2H])([2H])[2H])C1=NC=CN=C1 1-(5-chloro-3-pyrazin-2-yl-2-pyridyl)-2,2,3,3,5,5,6,6-octadeuterio-piperazine